O1C2=C(N(CC1)C(=O)C=1C=NC=C(C1)C1=CC=C(C=C1)[N+](=O)[O-])C=CC=C2 (2,3-Dihydro-4H-benzo[b][1,4]oxazin-4-yl)(5-(4-nitrophenyl)pyridin-3-yl)-methanone